1-benzyl-3-cyclopropyl-1H-pyrazol-4-amine C(C1=CC=CC=C1)N1N=C(C(=C1)N)C1CC1